(S)-methyl 2,2-dimethyl-1,3-dioxolane-4-carboxylate CC1(OC[C@H](O1)C(=O)OC)C